BrC=1C=NN(C1)C1CC(C1)OC 4-bromo-1-((1r,3r)-3-methoxycyclobutyl)-1H-pyrazole